CC1=CC=C2C=CN=C(C2=C1)OC1=CC=CC=C1 7-methyl-1-phenoxyisoquinoline